2-(2,6-dioxopiperidin-3-yl)-5-(4-((4-(6-(6-((R)-2-(3-fluorophenyl)pyrrolidin-1-yl)imidazo[1,2-b]pyridazin-3-yl)pyridin-2-yl)piperazin-1-yl)methyl)piperidin-1-yl)isoindoline-1,3-dione O=C1NC(CCC1N1C(C2=CC=C(C=C2C1=O)N1CCC(CC1)CN1CCN(CC1)C1=NC(=CC=C1)C1=CN=C2N1N=C(C=C2)N2[C@H](CCC2)C2=CC(=CC=C2)F)=O)=O